5-(1H-imidazol-1-yl)-N-((1r,4r)-4-(2-methoxyethoxy)cyclohexyl)-1-methyl-1H-pyrazolo[3,4-c]pyridine-7-carboxamide N1(C=NC=C1)C=1C=C2C(=C(N1)C(=O)NC1CCC(CC1)OCCOC)N(N=C2)C